methyl 4-(4-chloro-N-(4-chlorobenzoyl)benzamido)-5-iodo-2-methylbenzoate ClC1=CC=C(C(=O)N(C(C2=CC=C(C=C2)Cl)=O)C2=CC(=C(C(=O)OC)C=C2I)C)C=C1